(5R)-5-methyl-2-(1-methylsulfonylpiperidin-4-yl)-N-[(3S)-2-oxo-5-phenyl-1,3-dihydro-1,4-benzodiazepine-3-yl]-6,7-dihydro-5H-pyrazolo[5,1-b][1,3]Oxazine-3-carboxamide C[C@@H]1CCN2C(O1)=C(C(=N2)C2CCN(CC2)S(=O)(=O)C)C(=O)N[C@@H]2C(NC1=C(C(=N2)C2=CC=CC=C2)C=CC=C1)=O